CC1=NC=CC(=N1)C(=O)OCCCN1N=C(C=2C(NCC3(CCOCC3)CC21)=O)CC 3-(3-ethyl-4-oxo-spiro[6,8-dihydro-5H-pyrazolo[4,3-c]azepine-7,4'-tetrahydropyran]-1-yl)propyl 2-methylpyrimidine-4-carboxylate